(6,7-dimethoxy-1,2,3,4-tetrahydroisoquinolin-1-yl)-N,N-dimethylaniline COC=1C=C2CCNC(C2=CC1OC)C1=C(N(C)C)C=CC=C1